3-(6-((4-(4-amino-3-(4-phenoxyphenyl)-1H-pyrazolo[3,4-d]pyrimidin-1-yl)piperidin-1-yl)methyl)pyrimidin-4-yl)piperidine-2,6-dione NC1=C2C(=NC=N1)N(N=C2C2=CC=C(C=C2)OC2=CC=CC=C2)C2CCN(CC2)CC2=CC(=NC=N2)C2C(NC(CC2)=O)=O